N-(4-((1H-imidazol-1-yl)methyl)phenyl)-1-naphthamide N1(C=NC=C1)CC1=CC=C(C=C1)NC(=O)C1=CC=CC2=CC=CC=C12